1-{[(3-amino-4,5-dichloro-2-thienyl)carbonyl]Amino}cyclopropanecarboxylic acid ethyl ester C(C)OC(=O)C1(CC1)NC(=O)C=1SC(=C(C1N)Cl)Cl